N-[1-(3-amino-2,6-difluorophenyl)ethyl]-1H-pyrazolo[3,4-b]pyridin-5-amine hydrochloride Cl.NC=1C(=C(C(=CC1)F)C(C)NC=1C=C2C(=NC1)NN=C2)F